C1(=CC=CC=C1)C1=NC(=CC(=N1)N1C2=CC=CC=C2C=2C=C(C=CC12)C1=NC(=NC(=N1)C=1C=CC=2N(C3=CC=CC=C3C2C1)C1=NC(=NC(=C1)C1=CC=CC=C1)C1=CC=CC=C1)C=1C=CC=2N(C3=CC=CC=C3C2C1)C1=NC(=NC(=C1)C1=CC=CC=C1)C1=CC=CC=C1)C1=CC=CC=C1 2,4,6-tris(9-(2,6-diphenylpyrimidin-4-yl)-9H-carbazol-3-yl)-1,3,5-triazine